8-bromo-6-methoxy-1,4,4,9-tetramethyl-4,5-dihydro-[1,2,4]triazolo[4,3-a]quinoxaline BrC1=CC(=C2NC(C=3N(C2=C1C)C(=NN3)C)(C)C)OC